{5-chloro-4-[(3-fluorobenzyl)amino]pyrimidin-2-yl}aminobenzenesulfonamide ClC=1C(=NC(=NC1)NC1=C(C=CC=C1)S(=O)(=O)N)NCC1=CC(=CC=C1)F